N-(3-methoxybenzyl)-4-(morpholinomethyl)-N-(4-(pyrrolidin-1-yl)benzyl)thiazol-2-amine COC=1C=C(CN(C=2SC=C(N2)CN2CCOCC2)CC2=CC=C(C=C2)N2CCCC2)C=CC1